Cl.CN(C=1SC=2N=C(SC2N1)C1=NC=C(N=C1)C=1C=NNC1)[C@@H]1C[C@@H](NCC1)C N-methyl-N-[(2S,4S)-2-methylpiperidin-4-yl]-5-[5-(1H-pyrazol-4-yl)pyrazin-2-yl][1,3]thiazolo[5,4-d][1,3]thiazol-2-amine hydrochloride